1-butyl-3,4-dipropylimidazole C(CCC)N1CN(C(=C1)CCC)CCC